NCC1OC2=C(OC1)C=CC=C2N2C(CNCC2)CN 3-(aminomethyl)-5-(2-(aminomethyl)piperazin-1-yl)-2,3-dihydro-1,4-benzodioxine